2-(5-(2-((2,3-dihydro-1H-inden-2-yl)amino)oxazol-4-yl)-1,3,4-oxadiazol-2-yl)acetic acid C1C(CC2=CC=CC=C12)NC=1OC=C(N1)C1=NN=C(O1)CC(=O)O